O1C(=CC2=C1C=CC=C2)S(=O)(=O)NC(=O)C=2NC1=CC=C(C=C1C2)OC2=CC=C(C=C2)F N-(benzofuran-2-ylsulfonyl)-5-(4-fluorophenoxy)-1H-indole-2-carboxamide